COC1=CC=C(C(=O)N2CC(CC2)(C2=CC(NC=C2)=O)COC2=CC=C(C=C2)C2=CC=C(C=C2)C#N)C=C1 4'-{[1-(4-methoxybenzoyl)-3-(2-oxo-1H-pyridin-4-yl)pyrrolidin-3-yl]methoxy}-[1,1'-biphenyl]-4-carbonitrile